dimethyl 2-(4-chloro-3,5-difluorobenzyl)-2-fluoromalonate ClC1=C(C=C(CC(C(=O)OC)(C(=O)OC)F)C=C1F)F